B(O)(O)C1=CC=C(C=C1)C(C(=O)O)(C)C 2-(4-boronophenyl)-2-methyl-Propanoic acid